C[Si](N1[Si](N([Si]1(C)C)[Si](O)(C)C)(C)C)(O)C N,N'-bis(dimethylhydroxysilyl)tetramethylcyclodisilazane